pantothenol OCCCNC([C@H](O)C(C)(C)CO)=O